[NH4+].P(=S)(SCC)(OCC)[O-] Diethyl dithiophosphate ammonium salt